C(C)(=O)C=1C=NC=C(C1C1=CC(=C(C(=O)NC=2C=NC(=C(C2)Cl)N2N=CC=N2)C=C1F)Cl)N 4-(3-acetyl-5-aminopyridin-4-yl)-2-chloro-N-(5-chloro-6-(2H-1,2,3-triazol-2-yl)pyridin-3-yl)-5-fluorobenzamide